2-[4-benzyloxy-5-methyl-2-(trifluoromethyl)phenyl]propan-2-ol C(C1=CC=CC=C1)OC1=CC(=C(C=C1C)C(C)(C)O)C(F)(F)F